4-{5-[5-Cyano-6-(2-methoxy-ethoxy)-1H-indazol-3-yl]-isoxazol-3-yl}-benzoic acid C(#N)C=1C=C2C(=NNC2=CC1OCCOC)C1=CC(=NO1)C1=CC=C(C(=O)O)C=C1